O=C1N=CC2=CC=C(C=C12)C(=O)N 3-oxo-isoindole-5-carboxamide